3-(6-(hydroxymethyl)-1,6-dimethyl-2-oxo-1,2,6,7-tetrahydro-3H-benzofuro[6,7-d]imidazol-3-yl)piperidine-2,6-dione OCC1(COC2=C1C=CC=1N(C(N(C12)C)=O)C1C(NC(CC1)=O)=O)C